NC1=NC=CC=C1C1=NC=2C(=NC(=CC2)C2=CC=CC=C2)N1C1=CC=C(CN2CC3(CC2)CN(CCC3)C3=CC(=C(C=O)C=C3)O)C=C1 4-(2-(4-(2-(2-aminopyridin-3-yl)-5-phenyl-3H-imidazo[4,5-b]pyridin-3-yl)benzyl)-2,7-diazaspiro[4.5]decan-7-yl)-2-hydroxybenzaldehyde